[Cl-].N(C1=CC=CC=C1)C=1[N+](=CN(C1)C1=CC=CC=C1)C1=CC=CC=C1 4-Anilino-1,3-diphenyl-imidazolium chlorid